tetramethyl-diaminodicyclohexylmethane CC1C(C(CCC1)(C(C1CCCCC1)(N)N)C)(C)C